3-chloro-5-(trifluoromethyl)-benzoic acid ClC=1C=C(C(=O)O)C=C(C1)C(F)(F)F